BrC=1C(=CC=2C(=NC(N3[C@H](CSC1C32)CN3CCN(CC3)CC)=O)O)Cl (12S)-8-bromo-7-chloro-12-[(4-ethylpiperazin-1-yl)methyl]-4-hydroxy-10-thia-1,3-diazatricyclo[7.3.1.05,13]trideca-3,5(13),6,8-tetraen-2-one